C(CCCCC)OS(=O)(=O)C1=CC=C(C)C=C1 p-toluenesulfonic acid hexyl ester